6-iodo-imidazo[1,2-a]pyridin-2-amine IC=1C=CC=2N(C1)C=C(N2)N